C(C)(C)(C)[Si](OCC1=CN(C(N(C1=O)C(C(=O)NC(C)C)C)=O)CC(C1=C(C=CC(=C1)F)OC)OCCC#N)(C)C 2-(5-(((tertbutyldimethylsilyl)oxy)methyl)-3-(2-(2-cyanoethoxy)-2-(5-fluoro-2-methoxyphenyl)ethyl)-2,6-dioxo-3,6-dihydropyrimidin-1(2H)-yl)-N-isopropylpropanamide